C(OC1=C(N)C=CC=C1C1=NN(C=N1)C)([2H])([2H])[2H] 2-(Methoxy-d3)-3-(1-methyl-1H-1,2,4-triazol-3-yl)aniline